OC1=C(OC(=O)O)C(=CC(=C1)O)O 2,4,6-trihydroxyphenoxyformic acid